C(CCCCCCCC=CC=CC=CCCCC)(=O)OCC ethyl eleostearate